Cis-3-(4-(3-Methyl-2-(1H-pyrazol-4-yl)piperazin-1-yl)pyrimidin-2-yl)-6-(trifluoromethyl)imidazo[1,2-a]pyrazine C[C@@H]1[C@@H](N(CCN1)C1=NC(=NC=C1)C1=CN=C2N1C=C(N=C2)C(F)(F)F)C=2C=NNC2